CC1(C(C(C2=CC=CC=C12)(C1=CC=C(C=C1)OC#N)C)OC#N)C 1,1-Dimethyl-3-methyl-3-(4-cyanatophenyl)cyanatoindan